N=1N=CN2C=NC(=CC21)OC2=C(C=C(C=C2)NC2=NC=NC1=CC=C(C=C21)NC(=O)NC2=NNC(=C2)C)C 1-(4-((4-([1,2,4]triazolo[4,3-c]pyrimidin-7-yloxy)-3-methylphenyl)amino)quinazolin-6-yl)-3-(5-methyl-1H-pyrazol-3-yl)urea